benzyl 4-((2,2-dimethyl-4-oxo-3,8,11-trioxa-5-azatridecan-13-yl)oxy)piperidine-1-carboxylate CC(C)(OC(NCCOCCOCCOC1CCN(CC1)C(=O)OCC1=CC=CC=C1)=O)C